N-(2-(1-(3-(2,6-dioxopiperidin-3-yl)benzyl)piperidin-4-yl)-5-(2-hydroxypropan-2-yl)benzo[d]thiazol-6-yl)-6-(trifluoromethyl)nicotinamide O=C1NC(CCC1C=1C=C(CN2CCC(CC2)C=2SC3=C(N2)C=C(C(=C3)NC(C3=CN=C(C=C3)C(F)(F)F)=O)C(C)(C)O)C=CC1)=O